C(C)(C)(C)[C@@H]1N=C(OC1)[C-]1C(=CC=C1)P(C1=CC=CC=C1)C1=CC=CC=C1.[CH-]1C=CC=C1.[Fe+2] (S)-tert-butyl-[(Sp)-2-(diphenylphosphino)ferrocenyl]-2-oxazoline